NC1=C(NCC(C)(O)C)C=CC(=C1C)Br 1-(2-Amino-4-bromo-3-methylanilino)-2-methylpropan-2-ol